CN(CCOC(=O)OC(CCC)CCCCCCCCC=CCC=CCCCCC)C 4-(((2-(dimethylamino)ethoxy)carbonyl)oxy)docosa-13,16-dien